The molecule is a tetracyclic triterpenoid that is 5alpha-lanosta-8,24-diene substituted by a hydroxy group at position 26 and oxo groups at positions 3 and 7. Isolated from the fruiting bodies of Ganoderma pfeifferi, it exhibits against herpes simplex virus. It has a role as a metabolite and an anti-HSV-1 agent. It is a tetracyclic triterpenoid, a diketone and a primary alcohol. It derives from a hydride of a lanostane. C[C@H](CC/C=C(\\C)/CO)[C@H]1CC[C@@]2([C@@]1(CCC3=C2C(=O)C[C@@H]4[C@@]3(CCC(=O)C4(C)C)C)C)C